(2S)-pyrrolidin-2-ylacetic acid N1[C@@H](CCC1)CC(=O)O